C(C)(=O)C1=CC(=C2C=C(C=CN12)OC)C(=O)NC1=C(C(=CC=C1)C=1C=NC=CC1)F 3-acetyl-N-(2-fluoro-3-(pyridin-3-yl)phenyl)-7-methoxyindolizine-1-carboxamide